5,6,7,8-tetrahydroquinazolin-4(3H)-one N1=CNC(C=2CCCCC12)=O